C(#N)C1=CC(=C(C=C1)[C@@H]1COC2=C(O1)C=CC=C2C2CCN(CC2)CC2=NC1=C(N2C)C=C(C=C1OCC)C(=O)O)F (R)-2-((4-(2-(4-Cyano-2-fluorophenyl)2,3-dihydrobenzo[b][1,4]dioxin-5-yl)piperidin-1-yl)methyl)-4-ethoxy-1-methyl-1H-benzo[d]imidazole-6-carboxylic acid